(4-(4-(4-cyanophenyl)piperidine-1-carbonyl)pyridin-2-yl)-6-(pyrrolidin-1-yl)nicotinamide C(#N)C1=CC=C(C=C1)C1CCN(CC1)C(=O)C1=CC(=NC=C1)C1=C(C(=O)N)C=CC(=N1)N1CCCC1